2,4-diamino-3,5-dimethyl-sulfanyl-chlorobenzene NC1=C(C(=C(C(=C1C)N)C)S)Cl